4-Amino-7-chlorocinnoline-3-carboxamide NC1=C(N=NC2=CC(=CC=C12)Cl)C(=O)N